N-[[6-(5-bicyclo[2.2.1]hept-2-enylmethyl)-6-azaspiro[2.5]octan-2-yl]methyl]-4-(1,3-dimethylpyrazol-4-yl)phthalazin-1-amine C12C=CC(C(C1)CN1CCC3(C(C3)CNC3=NN=C(C4=CC=CC=C34)C=3C(=NN(C3)C)C)CC1)C2